CC(C(=O)O)S.N ammonium mercaptopropionate